BrC1=CC2=C(N(CN2C)C2C(NCCCC2)=O)C=C1 5-bromo-3-methyl-1-(2-oxoazepan-3-yl)benzimidazol